C[Si](OCC1C(CCC2CCCCC12)=O)(C)C (((trimethylsilyl)oxy)methyl)octahydronaphthalen-2(1H)-one